N1=NC(=NC=C1)N[C@@H]1C[C@H](CC1)NC1=CC=C(C=N1)N1C(C=CC=C1)=O 6'-(((1S,3S)-3-((1,2,4-Triazin-3-yl)amino)cyclopentyl)amino)-2H-[1,3'-bipyridin]-2-one